ClC1=NC=C(C(=N1)C1=CN=C2N1C=C(C=C2)C2=CC=CC=C2)C 3-(2-chloro-5-methylpyrimidin-4-yl)-6-phenylimidazo[1,2-a]Pyridine